1-(2-(hydroxymethyl)phenyl)-3-(3-fluorophenyl)urea OCC1=C(C=CC=C1)NC(=O)NC1=CC(=CC=C1)F